FC(C=1C(=CC(=C(C1)C=1C(=CC=C(C1)C([2H])([2H])[2H])C(=O)NS(=O)(=O)CC1=CC=C(C=C1)[C@H](C)OC([2H])([2H])[2H])OC)F)F (S)-5'-(difluoromethyl)-4'-fluoro-2'-methoxy-N-((4-(1-(methoxy-d3)ethyl)benzyl)sulfonyl)-5-(methyl-d3)-[1,1'-biphenyl]-2-carboxamide